N-(4-((4-(sec-butyl)piperidin-1-yl)sulfonyl)phenyl)-2-(N-methylmethylsulfonamido)benzamide C(C)(CC)C1CCN(CC1)S(=O)(=O)C1=CC=C(C=C1)NC(C1=C(C=CC=C1)N(S(=O)(=O)C)C)=O